C(N)(OC(C)(C)C)=O tert-butyl (25e)-carbamate